1,2-dihydroxy-5-(methylsulfinyl)pentan-3-one OCC(C(CCS(=O)C)=O)O